1-[[2-(difluoromethoxy)pyridin-4-yl]methyl]-3-[(1S,3S)-3-(trifluoro-methyl)cyclopentyl]urea FC(OC1=NC=CC(=C1)CNC(=O)N[C@@H]1C[C@H](CC1)C(F)(F)F)F